C(C)(C)(C)C=1C=C(OC2=C(C=C(C=N2)C(=O)N[C@@H](CO)C)C2=NN(C=C2)C)C=CC1 6-(3-tert-Butylphenoxy)-N-[(2R)-1-hydroxypropan-2-yl]-5-(1-methyl-1H-pyrazol-3-yl)pyridine-3-carboxamide